3-(4-(2-(4-aminopiperidin-1-yl)-7-azaspiro[3.5]non-7-yl)-3-fluorophenyl)piperidine-2,6-dione NC1CCN(CC1)C1CC2(C1)CCN(CC2)C2=C(C=C(C=C2)C2C(NC(CC2)=O)=O)F